methylglycine CNCC(=O)O